C(C)(=O)NC1=NC=2NCC(CNC3=NC(=C(C(N[C@@H](CCC(=O)[O-])C(=O)O)=O)C=C3)F)N(C2C(N1)=O)C N2-acetyl-3'-aza-2'-fluoro-5-methyltetrahydrofolate